1,3-Bis(2,4-di-aminophenyl)propane NC1=C(C=CC(=C1)N)CCCC1=C(C=C(C=C1)N)N